N-cyclopropyl-2-hydroxybutanamide hydrochloride Cl.C1(CC1)NC(C(CC)O)=O